CC(COC1=C(N)C=CC=C1)C 2-(2-methylpropyloxy)aniline